C(C)(=O)C1=CC(=C2C=C(C=CN12)NC)C(=O)NC1=C(C(=CC(=C1)CO)C=1C=NN(C1)C)F 3-acetyl-N-(2-fluoro-5-(hydroxymethyl)-3-(1-methyl-1H-pyrazol-4-yl)phenyl)-7-(methylamino)indolizine-1-carboxamide